trans-N-(4-((5-Chloropyridin-3-yl)oxy)cyclohexyl)-5-(4-chlorophenoxy)-N,2,2-trimethylpentanamide ClC=1C=C(C=NC1)O[C@@H]1CC[C@H](CC1)N(C(C(CCCOC1=CC=C(C=C1)Cl)(C)C)=O)C